C(C)N(C1=CC(=CC(=N1)C(=O)N(C)C1=CC(=C(C(=O)O)C=C1)C)C)C(C)C 4-(6-(Ethyl-(isopropyl)amino)-N,4-dimethylpyridine-amido)-2-methylbenzoic acid